(R)-((2-(2-(difluoro-methyl)-1H-benzo[d]-imidazol-1-yl)-6-(3-methylmorpholino)-pyrimidin-4-yl)imino)-dimethyl-λ6-sulfanone FC(C1=NC2=C(N1C1=NC(=CC(=N1)N=S(=O)(C)C)N1[C@@H](COCC1)C)C=CC=C2)F